dopamineselon NCC(C1=CC(O)=C(O)C=C1)=[Se]